3-[8-(difluoromethoxy)-4-methyl-1-oxo-3,4-dihydro-2H-isoquinolin-6-yl]-6-[1-(2-methoxyethyl)pyrazol-4-yl]-2-methyl-indazole-4-carbonitrile FC(OC=1C=C(C=C2C(CNC(C12)=O)C)C=1N(N=C2C=C(C=C(C12)C#N)C=1C=NN(C1)CCOC)C)F